3-cyclohexyl-1,5,6,7-tetrahydrocyclopentapyrimidine-2,4(3H)-dione C1(CCCCC1)N1C(NC2=C(C1=O)CCC2)=O